NC1=C(C=C(C=N1)C=1C=C2N(N1)CCC21CN(C1)C(=O)NC1(CCC1)C1=C(C=CC=C1)Cl)OC(F)F 2'-[6-amino-5-(difluoromethoxy)pyridin-3-yl]-N-[1-(2-chlorophenyl)cyclobutyl]-5',6'-dihydrospiro[azetidine-3,4'-pyrrolo[1,2-b]pyrazole]-1-carboxamide